BrC1=CC(=C(C(=C1)C(F)(F)F)NC1CC(C1)(O)C)[N+](=O)[O-] (cis)-3-{[4-bromo-2-nitro-6-(trifluoromethyl)phenyl]amino}-1-methylcyclobutan-1-ol